C(CC=C)C=1C2=CN(N=C2C=C(C1N)Cl)C 4-(but-3-en-1-yl)-6-chloro-2-methylindazol-5-amine